2-((diethyl-oxyphosphoryl)methyl)-[1,1'-biphenyl]-4,4'-dicarboxylic acid dimethyl ester COC(=O)C1=CC(=C(C=C1)C1=CC=C(C=C1)C(=O)OC)CP(=O)(OCC)OCC